NC=1C=CC(=C2CN(C(C12)=O)CC(=C)C1=CC=NC=C1)C=1C=C2C(=NNC2=CC1)C1CC1 7-amino-4-(3-cyclopropyl-1H-indazol-5-yl)-2-[2-(pyridin-4-yl)prop-2-en-1-yl]-2,3-dihydro-1H-isoindol-1-one